FC(OC1=CC=C(C=N1)C=1CCN(CC1)CN1C(C(=CC2=NC=CC=C12)CC)=O)F (6-(difluoromethoxy)-3',6'-dihydro-[3,4'-bipyridin]-1'(2'H)-ylmethyl)-3-ethyl-1,5-naphthyridin-2(1H)-one